NCC(=O)SCCNC(CCNC([C@@H](C(COP(OP(OC[C@@H]1[C@H]([C@H]([C@@H](O1)N1C=NC=2C(N)=NC=NC12)O)OP(=O)(O)O)(=O)O)(=O)O)(C)C)O)=O)=O glycoyl-CoA